C1CN(CCC12CCNCC2)CC2CCN(CC2)C2=CC=C1C(=NN(C1=C2)C)C2C(NC(CC2)=O)=O 3-(6-(4-((3,9-diazaspiro[5.5]undec-3-yl)methyl)piperidin-1-yl)-1-methyl-1H-indazol-3-yl)piperidine-2,6-dione